ClC=1C=C(C=C(C1F)Cl)C1(CC(=NO1)N1CC2=C(C1)C(=C(S2)C(=O)NCC(C)(C)C)C)C(F)(F)F 5-(5-(3,5-dichloro-4-fluorophenyl)-5-(trifluoromethyl)-4,5-dihydroisoxazol-3-yl)-3-methyl-N-neopentyl-5,6-dihydro-4H-thieno[2,3-c]pyrrole-2-carboxamide